methyl 3-chloro-4-methyl-5-((2-((tetrahydro-2H-pyran-2-yl)oxy)ethyl)sulfonyl)benzoate ClC=1C=C(C(=O)OC)C=C(C1C)S(=O)(=O)CCOC1OCCCC1